SN[C@@H](CCSC)C(=O)O sulfhydryl-methionine